NCCNC=1C2=C(N=CN1)C(=CC(=N2)C2=CC=C(C=C2)CN2CCOCC2)C(=O)N 4-((2-aminoethyl)amino)-6-(4-(morpholinomethyl)phenyl)pyrido[3,2-d]pyrimidine-8-carboxamide